CC1=CC2=NC(=CC=C2S1)C(C)O 1-(2-methylthieno[3,2-b]pyridin-5-yl)ethan-1-ol